N'-(2,5-dimethyl-4-{3-[(pentafluoroethyl)sulfanyl]phenoxy}phenyl)-N-ethyl-N-methylformamidine CC1=C(C=C(C(=C1)OC1=CC(=CC=C1)SC(C(F)(F)F)(F)F)C)N=CN(C)CC